C1(CC1)C1=CC2=C(N(C(N=C2N2[C@H](CNCC2)C)=O)C=2C(=NC=CC2C)C(C)C)N=C1C1=C(C=CC=C1)OC (S)-6-cyclopropyl-1-(2-isopropyl-4-methylpyridin-3-yl)-7-(2-methoxyphenyl)-4-(2-methylpiperazin-1-yl)pyrido[2,3-d]pyrimidin-2(1H)-one